3-[5-(4-Aminopiperidin-1-yl)-6-(3,5-difluorophenyl)-1,8-naphthyridin-3-yl]-2-hydroxybenzonitril NC1CCN(CC1)C1=C2C=C(C=NC2=NC=C1C1=CC(=CC(=C1)F)F)C=1C(=C(C#N)C=CC1)O